diethyl (((6-chloro-5-iodo-1-((2-(trimethylsilyl)ethoxy)methyl)-1H-imidazo[4,5-b]pyridin-2-yl)thio)methyl)phosphonate ClC=1C=C2C(=NC1I)N=C(N2COCC[Si](C)(C)C)SCP(OCC)(OCC)=O